C1(CC1)C(CC(=O)NC=1C=C2C=CN=CC2=CC1)=O 3-cyclopropyl-N-(isoquinolin-6-yl)-3-oxopropanamide